methyl N-[6,8-bis(trifluoromethyl)quinazolin-4-yl]-N-[1-[2-(5-cyano-2-pyridyl)-1,2,4-triazol-3-yl]ethyl]carbamate FC(C=1C=C2C(=NC=NC2=C(C1)C(F)(F)F)N(C(OC)=O)C(C)C=1N(N=CN1)C1=NC=C(C=C1)C#N)(F)F